(S)-6,7-dimethoxy-9-(6-((5-methoxy-1,2,3,4-tetrahydronaphthalen-2-yl)amino)pyridin-3-yl)naphtho[2,3-c]furan-1(3H)-one COC1=CC2=CC3=C(C(OC3)=O)C(=C2C=C1OC)C=1C=NC(=CC1)N[C@@H]1CC2=CC=CC(=C2CC1)OC